ClC1=NC=C(C(=C1)OC(C)C)C=1C=NN(C1)C1COC1 2-chloro-4-isopropoxy-5-(1-(oxetan-3-yl)-1H-pyrazol-4-yl)pyridine